Cl.CN([C@@H]1CC[C@H](CC1)N)C trans-N1,N1-dimethylcyclohexane-1,4-diamine hydrochloride